(2S)-4-cyclopropyl-2-(3,5-dichlorophenyl)-5-(naphthalen-1-ylmethyl)-7-oxo-2,2a,7,8a-tetrahydro-1H-azeto[2',3':4,5]thiazolo[3,2-a]pyridine-8a-carboxylic acid C1(CC1)C1=C2N(C(C=C1CC1=CC=CC3=CC=CC=C13)=O)C1(C(S2)[C@@H](N1)C1=CC(=CC(=C1)Cl)Cl)C(=O)O